C1(=CC=CC=C1)C(C)S(=O)(=O)CC(=O)N1CC2CCC(C1)N2C2=NC=C(C#N)C=C2 Racemic-6-(3-(2-((1-phenylethyl)sulfonyl)acetyl)-3,8-diazabicyclo[3.2.1]octan-8-yl)nicotinonitrile